C[Si](C1C2OC2(CCC1)C1=CC=CC=C1)(C)C trimethyl(6-phenyl-7-oxabicyclo[4.1.0]hept-2-yl)silane